CC1=C(C=CC(=C1)C)P dl-2,4-dimethyl-phenylphosphane